4-[2-tert-butoxy-6-[2-(trifluoromethyl)phenyl]-4-pyridinyl]-1H-pyrazolo[3,4-b]pyridine C(C)(C)(C)OC1=NC(=CC(=C1)C1=C2C(=NC=C1)NN=C2)C2=C(C=CC=C2)C(F)(F)F